5-((2-chlorocyclopentyl)amino)-N-(4-(chlorodifluoromethoxy)phenyl)-6-((R)-3-hydroxyPyrrolidin-1-yl)nicotinamide ClC1C(CCC1)NC=1C(=NC=C(C(=O)NC2=CC=C(C=C2)OC(F)(F)Cl)C1)N1C[C@@H](CC1)O